(3aR,5s,6aS)-2-(2-(oxetan-3-yl)ethyl-1,1-d2)-N-(6-(2,3,5-trifluorophenyl)pyridazin-3-yl)octahydrocyclopenta[c]pyrrol-5-amine O1CC(C1)CC([2H])([2H])N1C[C@@H]2[C@H](C1)CC(C2)NC=2N=NC(=CC2)C2=C(C(=CC(=C2)F)F)F